Cl.N1[C@@H](CCCC1)CNC(=O)C1=CN(CCS1)C1=C2N=CNC2=NC=N1 (S)-N-(piperidin-2-ylmethyl)-4-(9H-purin-6-yl)-3,4-dihydro-2H-1,4-thiazine-6-carboxamide hydrochloride